N-(3-methoxyphenyl)-2-{methyl[2-(1-methyl-1H-imidazol-4-yl)-5H,6H,7H-cyclopenta[d]pyrimidin-4-yl]amino}acetamide COC=1C=C(C=CC1)NC(CN(C=1C2=C(N=C(N1)C=1N=CN(C1)C)CCC2)C)=O